ClC=1C=C(SC1)C=1N=C(SC1N1CCN(CC1)C1CCCCC1)N 4-(4-chlorothiophene-2-yl)-5-(4-cyclohexylpiperazin-1-yl)thiazol-2-amine